C(C1=CC=CC=C1)C1C=CC=2C1=CC=1CCCCC1C2 1-benzyl-5,6,7,8-tetrahydro-1H-cyclopenta[b]naphthalene